BrC1=C(C(=CC=C1)Br)\N=C\1/NCCCC1C (2Z)-N-(2,6-dibromophenyl)-3-methylpiperidine-2-imine